FC=1C=CC=C2CC[C@@](C12)(CC(C1C(NC(N(C1=O)C1CCOCC1)=O)=O)=O)N[S@](=O)C(C)(C)C (R)-N-((1S)-7-fluoro-1-(2-oxo-2-(2,4,6-trioxo-1-(tetrahydro-2H-pyran-4-yl)hexahydropyrimidin-5-yl)ethyl)-2,3-dihydro-1H-inden-1-yl)-2-methylpropane-2-sulfinamide